CC=1C(=CC2=C(N(C(N2)=O)[C@H]2CN(CCC2)C)C1)C=1C=C(C=2N(C1)N=CN2)C (R)-6-Methyl-5-(8-methyl-[1,2,4]triazolo[1,5-a]pyridin-6-yl)-1-(1-methylpiperidin-3-yl)-1,3-dihydro-2H-benzo[d]imidazol-2-on